CN1CCC(CC1)CS(=O)(=O)N1[C@H]2CC(C[C@@H]1CC2)NC(=O)C2=NOC(=C2)C2OCCC2 N-((1R,3r,5S)-8-(((1-Methylpiperidin-4-yl)methyl)sulfonyl)-8-azabicyclo[3.2.1]octan-3-yl)-5-(tetrahydrofuran-2-yl)isoxazole-3-carboxamide